ClC=1N=C(N(C1Cl)COCC[Si](C)(C)C)[Si](C)(C)C 4,5-dichloro-2-(trimethylsilyl)-1-((2-(trimethylsilyl)ethoxy)methyl)-1H-imidazole